N-(4-(6-methyl-3,6-diazabicyclo[3.1.1]heptane-3-yl)phenyl)-6-((R)-3-phenylisoxazolidin-2-yl)pyrimidin-4-amine CN1C2CN(CC1C2)C2=CC=C(C=C2)NC2=NC=NC(=C2)N2OCC[C@@H]2C2=CC=CC=C2